FC1=C(CCS(=O)(=O)O)C(=CC=C1)I.CN(C(C)=O)C N,N-DIMETHYL-ACETAMID 2-fluoro-6-iodobenzyl-methanesulfonate